Boc-lysine t-butyl ester C(C)(C)(C)OC([C@@H](NC(=O)OC(C)(C)C)CCCCN)=O